CC=1N=C2N(C=C(C=C2C)C=2N=C3N(C(C2)=O)C=C(C=C3)N3CCNCC3)C1 2-(2,8-dimethylimidazo[1,2-a]pyridin-6-yl)-7-(piperazin-1-yl)-4H-pyrido[1,2-a]pyrimidin-4-one